C(=C)[Si]([Si](C)(C)C)([Si](C)(C)C)[Si](C)(C)C vinyltris(trimethylsilyl)silane